C(=O)O.FC(OC1=C(C=C(C=C1)NC1=NC=C(C(=N1)NN1C(OC2=C1C=CC=C2)=O)C)C(F)F)F (2-(4-(difluoromethoxy)-3-(difluoromethyl)phenylamino)-5-methylpyrimidin-4-ylamino)benzo[d]oxazol-2(3H)-one formate salt